O=C1NC(CCC1N1CCCC2=C(C=CC=C12)C1CCN(CC1)CC(=O)O)=O 2-[4-[1-(2,6-dioxo-3-piperidyl)-3,4-dihydro-2H-quinolin-5-yl]-1-piperidyl]acetic acid